propionic acid, hydrochloride Cl.C(CC)(=O)O